FC(C1(CC1)C(=O)NC=1C=NC(=NC1)C=1C=NN(C1NC(O[C@H](C)C=1C(=NC=C(C1)F)Cl)=O)C)F (R)-1-(2-chloro-5-fluoropyridin-3-yl)ethyl (4-(5-(1-(difluoromethyl)cyclopropane-1-carboxamido)pyrimidin-2-yl)-1-methyl-1H-pyrazol-5-yl)carbamate